C(C)(C)(C)OC(CC=1C=C(C(=O)OC)C=C(C1C)Cl)=O methyl 3-(2-tert-butoxy-2-oxo-ethyl)-5-chloro-4-methyl-benzoate